CN(C(OC1=CC=C(C=C1)[C@H](CCOC1=CC=C(C=C1)[N+](=O)[O-])NC)=O)C [4-[(1S)-1-(methylamino)-3-(4-nitrophenoxy)propyl]phenyl] N,N-dimethylcarbamate